1-ethoxy-1,3-butadiene C(C)OC=CC=C